C(O)([O-])=O.C(CCC)[NH3+] n-butyl-ammonium hydrogencarbonate